O1CCN(CC1)C=1C=C2C(=NC1)NC=C2C2=CC(N(C=C2)CC2=CC=CC1=CC=CC=C21)=O 4-(5-Morpholino-1H-pyrrolo[2,3-b]pyridin-3-yl)(naphthalen-1-ylmethyl)pyridin-2(1H)-one